NCCCOS(O)(=S)=O (3-aminopropyl)Thiosulphuric acid